3-phenethyl-2,3,4,5-tetrahydro-1H-naphtho[2,3-d]azepine-6,11-dione C(CC1=CC=CC=C1)N1CCC2=C(CC1)C(C1=CC=CC=C1C2=O)=O